ClC1=CC2=C(C(N3[C@@H](CO2)CN(CC3)C(=O)OC(C)(C)C)=O)C(=N1)N1CC(CC1)(C)C tert-butyl (R)-3-chloro-1-(3,3-dimethylpyrrolidin-1-yl)-12-oxo-6a,7,9,10-tetrahydro-6H-pyrazino[2,1-c]pyrido[3,4-f][1,4]oxazepine-8(12H)-carboxylate